ethyl 2-(3-fluoro-5-(2-(3-methoxyazetidin-1-yl)ethyl)-4-methyl-2-oxopyridin-1(2H)-yl)-4-methylpentanoate FC=1C(N(C=C(C1C)CCN1CC(C1)OC)C(C(=O)OCC)CC(C)C)=O